COC(=O)C1=CC2=C(N(C(=N2)C=2N3C(CNC4=CC=CC(C2)=C34)C3CC3)C)C(=C1)F 2-(11-cyclopropyl-1,9-diazatricyclo[6.3.1.04,12]dodeca-2,4(12),5,7-tetraen-2-yl)-7-fluoro-1-methyl-benzimidazole-5-carboxylic acid methyl ester